P(=O)(OC[C@]1(O[C@H]([C@]([C@@H]1O)(C)O)N1C(N=C(C=C1)N)=O)F)(OC1=CC=CC=C1)OC1=CC=CC=C1 ((2S,3S,4R,5R)-5-(4-amino-2-oxopyrimidin-1(2H)-yl)-2-fluoro-3,4-dihydroxy-4-methyltetrahydrofuran-2-yl)methyl diphenyl phosphate